methyltris(N,N-diethylaminooxy)silane C[Si](ON(CC)CC)(ON(CC)CC)ON(CC)CC